C(C)C=1C(NC=2C=C(C=NC2C1)CNC12CCC(CC1)(CC2)NC=2C=CC(=NC2)C(=O)NC)=O 5-((4-(((7-ethyl-6-oxo-5,6-dihydro-1,5-naphthyridin-3-yl)methyl)amino)bicyclo[2.2.2]octan-1-yl)amino)-N-methylpicolinamide